CCCCCCCCCCCCCCCC(=O)[C@H](CO)N 3-keto-Dihydrosphingosine HCl